NC1=CC(=C(C(=O)OC)C=C1NC(CNC(=O)OC(C)(C)C)=O)C methyl 4-amino-5-(2-((tert-butoxycarbonyl)amino) acetamido)-2-methylbenzoate